C(C)C1=C(N(C2=C1N=CN=C2NCC2=CC=C(C=C2)OC)C2=CC(=C(C=C2)OC2=NC=CC(=N2)C)F)C2=C(C=C(C=N2)NC(CCS(=O)(=O)C2=CC=CC=C2)=O)OC N-(6-(7-ethyl-5-(3-fluoro-4-((4-methylpyrimidin-2-yl)oxy)phenyl)-4-((4-methoxybenzyl)amino)-5H-pyrrolo[3,2-d]pyrimidin-6-yl)-5-methoxypyridin-3-yl)-3-(phenylsulfonyl)propanamide